C(C)(C)(C)OC(=O)N1C[C@@H](OCC1)C1=CC=C(C=C1)[N+](=O)[O-] (S)-2-(4-nitrophenyl)morpholine-4-carboxylic acid tert-butyl ester